[N+](=O)([O-])C=1C(=CC(=NC1)N1CCCCC1)O 5-nitro-2-(piperidin-1-yl)pyridin-4-ol